NC=1C=C(C=CC1Cl)B(O)O.OC(C)(C)C(C)(C)O pinacol (3-amino-4-chlorophenyl)boronate